4-(2-aminothiazolo[5,4-b]pyridin-5-yl)-2-methylbenzamide NC=1SC2=NC(=CC=C2N1)C1=CC(=C(C(=O)N)C=C1)C